N1N(N=CC2=C1C=CC=C2)C2=C(C(=CC(=C2)CC(C)NC)CC(C)NC)O 2-(2H-benzotriazin-2-yl)-4,6-bis(2-methyl-methylamino-ethyl)-phenol